2-(((2''-fluoro-3''-(5-(((2-hydroxyethyl)amino)methyl)-6-methoxypyridin-2-yl)-2'-methyl-[1,1':3',1''-terphenyl]-4-yl)methyl)amino)ethan-1-ol FC1=C(C=CC=C1C1=NC(=C(C=C1)CNCCO)OC)C=1C(=C(C=CC1)C1=CC=C(C=C1)CNCCO)C